ethyl sulfate trifluoroacetate FC(C(=O)O)(F)F.S(=O)(=O)(OCC)O